3-nitrophenylhydrazine [N+](=O)([O-])C=1C=C(C=CC1)NN